NCC(=O)OCCC[Si](OCC)(OCC)C 3-Glycyloxypropylmethyldiethoxysilan